CN1C(=NC(=C1)C(F)(F)F)C1=CC=C(C=C1)C(C)O 1-(4-(1-methyl-4-(trifluoromethyl)-1H-imidazol-2-yl)phenyl)ethan-1-ol